2,2,6,6-Tetramethylpiperidin-4-yl hexadecanoate C(CCCCCCCCCCCCCCC)(=O)OC1CC(NC(C1)(C)C)(C)C